OCC1CCC(CC1)N(S(=O)(=O)C)C N-((1r,4r)-4-(hydroxymethyl)cyclohexyl)-N-methylmethanesulfonamide